C1=CC=CC=2C3=CC=CC=C3C(C12)COC(=O)N[C@@H](C(=O)O)C (2R)-2-(9H-fluoren-9-ylmethoxycarbonylamino)propanoic acid